2,4,4-trimethyl-hexamethylene dicarbamate C(N)(OCC(CC(CCOC(N)=O)(C)C)C)=O